N[C@H]1C[C@H](N(CC1)C(=O)N1CC2(CCCC2)C(CC1)CN1C=NC(=CC1=O)C)C1=CC=CC=C1 3-((7-((2S,4R)-4-amino-2-phenylpiperidine-1-carbonyl)-7-azaspiro[4.5]dec-10-yl)methyl)-6-methylpyrimidin-4(3H)-one